CN(C=1C=C2SC=3C=CC=CC3N(C2=CC1)C(=O)Cl)C 7-dimethylamino-10H-phenothiazine-10-carbonyl chloride